1-benzyl-3-(4-chlorophenyl)-5-methyl-6-(phenylthio)-3,5-dihydroimidazo[4,5-c][1,2]thiazine-4(1H)-one 2,2-dioxide C(C1=CC=CC=C1)N1S(C(C(C2=C1N=C(N2C)SC2=CC=CC=C2)=O)C2=CC=C(C=C2)Cl)(=O)=O